2-((6-chloropyrido[3,2-d]pyrimidin-4-yl)amino)ethyl acetate C(C)(=O)OCCNC=1C2=C(N=CN1)C=CC(=N2)Cl